2-(3-((1s,4s)-4-(2-(3-(3-amino-6-(2-hydroxyphenyl)pyridazin-4-yl)-3,8-diazabicyclo[3.2.1]octan-8-yl)pyrimidin-5-yl)cyclohexyl)-3,8-diazabicyclo[3.2.1]octan-8-yl)acetic acid NC=1N=NC(=CC1N1C[C@@H]2CCC(C1)N2C2=NC=C(C=N2)C2CCC(CC2)N2CC1CCC(C2)N1CC(=O)O)C1=C(C=CC=C1)O